C(CCCCCCCCCCCC)N n-tridecylamine